4-(2-methoxyphenyl)-2-(4-methylphenyl)-2,3-dihydro-1H-pyrrolo[3,4-c]pyridin-1-one COC1=C(C=CC=C1)C1=NC=CC2=C1CN(C2=O)C2=CC=C(C=C2)C